FC1=C(C(=CC(=C1)C(F)(F)F)O)C1=C2C(=C(N=N1)N[C@H]1C(N(CCC1)C)=O)C=NC=C2 (3R)-3-[[1-[2-fluoro-6-hydroxy-4-(trifluoromethyl)phenyl]pyrido[3,4-d]pyridazin-4-yl]amino]-1-methyl-piperidin-2-one